O1-tert-butyl O2-methyl (2S,4S)-4-methoxypyrrolidine-1,2-dicarboxylate CC(C)(C)OC(=O)N1C[C@H](C[C@H]1C(=O)OC)OC